2-((tert-butyldimethylsilyl)ethynyl)-5-chloro-1-((2-(trimethylsilyl)ethoxy)methyl)-1H-benzo[d]imidazole [Si](C)(C)(C(C)(C)C)C#CC1=NC2=C(N1COCC[Si](C)(C)C)C=CC(=C2)Cl